4-chloro-5-({[3-fluoro-4-(pyridin-3-yloxy)phenyl]methyl}amino)-2,3-dihydropyridazin ClC=1CNN=CC1NCC1=CC(=C(C=C1)OC=1C=NC=CC1)F